O.O.[Ca].O=N[C@@H](CC(C)C)C(=O)O ketoleucine calcium dihydrate